OCCCC1(CC1)C(CC#N)=O 3-[1-(3-hydroxypropyl)cyclopropyl]-3-oxo-propionitrile